C(C)(C)C(C(=O)O)C(C(=O)O)CC(C)C.C1(=CC=CC=2C3=CC=CC=C3CC12)C(C(=O)OCC(C)C)C(C(=O)OCC(C)C)C1=CC=CC=2C3=CC=CC=C3CC12 diisobutyl 2,3-difluorenylsuccinate 2-isopropyl-3-isobutyl-succinate